COC=1N=CC(=C2C1NC=C2)NC2=C(C(NC=C2)=O)C(=O)NC2=CC=C(C=C2)N2CCN(CC2)C 4-((7-Methoxy-1H-pyrrolo[2,3-c]pyridin-4-yl)amino)-N-(4-(4-methylpiperazin-1-yl)phenyl)-2-oxo-1,2-dihydropyridine-3-carboxamide